COC1=CC=C(C=C1C1=C(C=CC=C1C)C)C=1NC(=C([N+]1[O-])C(NC1=CC(=CC=C1)C(=O)OC)=O)C 2-(6-methoxy-2',6'-dimethyl-[1,1'-biphenyl]-3-yl)-4-((3-(methoxycarbonyl)phenyl)carbamoyl)-5-methyl-1H-imidazole 3-oxide